N-(6-methylpyridin-3-yl)acetamide CC1=CC=C(C=N1)NC(C)=O